5-(2-cyanoethyl)-2-methyl-N-(1-(naphthalen-1-yl)cyclopropyl)benzamide C(#N)CCC=1C=CC(=C(C(=O)NC2(CC2)C2=CC=CC3=CC=CC=C23)C1)C